(E)-3-[4-[(E)-3-[4-(4-Acetylpiperazin-1-yl)phenyl]-3-oxoprop-1-enyl]phenyl]prop-2-enoic acid C(C)(=O)N1CCN(CC1)C1=CC=C(C=C1)C(/C=C/C1=CC=C(C=C1)/C=C/C(=O)O)=O